O1CCN(CC1)C1=CC=C2C(=N1)N(C(=N2)C2=CC=CC=C2)C2=CC1=C(NCS1)C=C2 6-(5-Morpholino-2-phenyl-imidazo[4,5-b]pyridin-3-yl)-3H-1,3-benzothiazol